1-[4-(3-{5-[(R)-(1,3-Dimethyl-azetidin-3-yl)-hydroxy-(4-isopropyl-phenyl)-methyl]-pyridin-3-yl}-[1,2,4]oxadiazol-5-yl)-piperidin-1-yl]-3,3,3-trifluoro-propan-1-one CN1CC(C1)(C)[C@@](C=1C=C(C=NC1)C1=NOC(=N1)C1CCN(CC1)C(CC(F)(F)F)=O)(C1=CC=C(C=C1)C(C)C)O